N-((3-cyclopropyl-1H-1,2,4-triazol-5-yl)methyl)-2-((1-((dimethylamino)methyl)cyclopropyl)methoxy)-7-(8-ethylnaphthalen-1-yl)-5,6,7,8-tetrahydropyrido[3,4-d]pyrimidin-4-amine C1(CC1)C1=NNC(=N1)CNC=1C2=C(N=C(N1)OCC1(CC1)CN(C)C)CN(CC2)C2=CC=CC1=CC=CC(=C21)CC